tert-butyl 2-(3-methylphenyl)-2-oxoacetate CC=1C=C(C=CC1)C(C(=O)OC(C)(C)C)=O